FC1(O[C@H]([C@H](N(C1)C(=O)C1=NN(C(=C1C1=NC=C(C=C1)F)C)C)CNC1=NC=C(C=C1)C(F)(F)F)C)F ((5R,6S)-2,2-Difluoro-6-methyl-5-(((5-(trifluoromethyl)pyridin-2-yl)amino)methyl)morpholino)(4-(5-fluoropyridin-2-yl)-1,5-dimethyl-1H-pyrazol-3-yl)methanone